Br.N[C@@H]1[C@H]([C@@H](N(C2=CC=CC=C12)C(C)=O)C1CC1)C ((2S,3R,4R)-4-amino-2-cyclopropyl-3-methyl-3,4-dihydroquinolin-1(2H)-yl)ethanone, hydrobromide